2-(1H-benzo[d]imidazol-2-yl)-N-((2,6-dihydroxy-5'-methyl-4-pentyl-2'-(prop-1-en-2-yl)-1',2',3',4'-tetrahydro-[1,1'-biphenyl]-3-yl)sulfonyl)acetamide N1C(=NC2=C1C=CC=C2)CC(=O)NS(=O)(=O)C=2C(=C(C(=CC2CCCCC)O)C2C(CCC(=C2)C)C(=C)C)O